5-hydroxy-1,3-dihydrobenzo[c]selenophene-2-oxide OC1=CC2=C(C[Se](C2)=O)C=C1